OCCCCCCCCCCCCCCCCC(=O)O 17-hydroxyheptadecanoic acid